6-(imidazo[1,5-a]pyrimidin-3-yl)-N-(1-phenylethyl)quinazolin-4-amine N=1C=2N(C=C(C1)C=1C=C3C(=NC=NC3=CC1)NC(C)C1=CC=CC=C1)C=NC2